D-3-methoxy-4-hydroxyphenylglycol COC1=C(C=CC(=C1)[C@H](CO)O)O